tert-butyl-3-bromo-2-cyano-5,6-dihydroimidazo[1,2-a]pyrazine C(C)(C)(C)C1CN=CC=2N1C(=C(N2)C#N)Br